C(CCC(CC)N)N hexane-1,4-diamine